(Phenyl)amine C1(=CC=CC=C1)N